BrC1=NC=C(N=C1)CN1CCC(CC1)(F)F 2-Bromo-5-((4,4-difluoropiperidin-1-yl)methyl)pyrazine